NC=1C(=NC(=CC1)OC)N(CCCC1=C(C=CC(=C1)F)NC1=C(C(=O)O)C=C(C(=C1)F)F)C(=O)OC(C)(C)C 2-((2-(3-((3-Amino-6-methoxypyridin-2-yl)(tert-butoxycarbonyl)amino)propyl)-4-fluorophenyl)amino)-4,5-difluorobenzoic acid